C(CN(CC(=O)O)CC(=O)O)N(CC(=O)O)CC(=O)O N,N'-1,2-ethanediylbis-(N-(carboxymethyl)glycine)